CON(C(C(F)C1=C(C=CC=C1Br)OC1=CC(=CC(=C1)F)Cl)=O)C N-methoxy-N-methyl[6-bromo-2-(3-chloro-5-fluorophenoxy)phenyl]fluoroacetamide